CC1=NN=C2N1C1=CC(=CC=C1N=C2NCC2=CC(=C(C=C2)C)C)C(=O)OC(C)(C)C=2SC=C(C2)N2CCC1=CC=CC=C21 2-(4-(indolin-1-yl)thiophen-2-yl)propan-2-ol methyl-4-((3,4-dimethylbenzyl)amino)-[1,2,4]triazolo[4,3-a]quinoxaline-8-carboxylate